4,5-dinitroimidazole ammonium salt [NH4+].[N+](=O)([O-])C=1N=CNC1[N+](=O)[O-]